(±)-trans-benzyl 4-((tert-butyldiphenylsilyl)oxy)-2-(4-(methoxycarbonyl)phenyl)piperidine-1-carboxylate [Si](C1=CC=CC=C1)(C1=CC=CC=C1)(C(C)(C)C)O[C@H]1C[C@@H](N(CC1)C(=O)OCC1=CC=CC=C1)C1=CC=C(C=C1)C(=O)OC |r|